N-methyl-N'-((5-(trifluoromethyl)pyridin-2-yl)methyl)acetohydrazide CN(NCC1=NC=C(C=C1)C(F)(F)F)C(C)=O